BrC(C1=CC=C(C=C1)[PH2]=O)(Br)Br 4-(tribromomethyl)phenyl-phosphine oxide